2-(1-benzhydryl-piperidin-4-yl)-N-methyl-1,2,3,4-tetrahydroisoquinolin-6-amine C(C1=CC=CC=C1)(C1=CC=CC=C1)N1CCC(CC1)N1CC2=CC=C(C=C2CC1)NC